ClC=1C(=NC(=C(N1)Cl)CC)C(=O)N 3,5-dichloro-6-ethylpyrazine-2-carboxamide